C(C)(C)(C)[S@@](=O)N[C@@H]1C=2C=NC(=CC2CC12CCN(CC2)C(=O)OC(C)(C)C)OC tert-butyl (7S)-7-[[(R)-tert-butylsulfinyl] amino]-3-methoxyspiro[5,7-dihydro-cyclopenta[c]pyridine-6,4'-piperidine]-1'-carboxylate